N-[5-({4-[(2S)-2-{[8-(trifluoromethyl)quinazolin-4-yl]amino}propyl]piperazin-1-yl}sulfonyl)-1,3-thiazol-2-yl]acetamide FC(C=1C=CC=C2C(=NC=NC12)N[C@H](CN1CCN(CC1)S(=O)(=O)C1=CN=C(S1)NC(C)=O)C)(F)F